O[C@H]1[C@H](O[C@@]2([C@@H](CCO2)N2C(C=C(C3=CC=CC=C23)C(=O)N)=O)[C@@H]([C@H]1N1N=NC(=C1)C1=CC(=C(C(=C1)F)F)F)O)CO ((4r,5s,7r,8r,9s,10r)-8,10-dihydroxy-7-(hydroxymethyl)-9-(4-(3,4,5-trifluorophenyl)-1H-1,2,3-triazol-1-yl)-1,6-dioxaspiro[4.5]dec-4-yl)-2-oxo-1,2-dihydroquinoline-4-carboxamide